[Si](C)(C)(C(C)(C)C)OC[C@H]1C(C[C@@H]2OC3=C([C@@H]21)C=CC=C3)=O (1S,2R,3aS,8bS)-1-(tert-butyldimethylsilyl)oxymethyl-2-oxo-2,3,3a,8b-tetrahydro-1H-cyclopenta[b]benzofuran